N-(2-(3-aminopropanamido)ethyl)-4-((3-(1-(2,2-difluoroethyl)-3-(trifluoromethyl)-1H-pyrazol-4-yl)imidazo[1,2-a]pyrazin-8-yl)amino)-2-ethylbenzamide formate C(=O)O.NCCC(=O)NCCNC(C1=C(C=C(C=C1)NC=1C=2N(C=CN1)C(=CN2)C=2C(=NN(C2)CC(F)F)C(F)(F)F)CC)=O